2-(4'-chloro-3'-((2S,3R)-2-(4-chlorophenyl)-4,4,4-trifluoro-3-methylbutanylamino)-5-ethyl-[1,1'-biphenyl]-2-yl)acetic acid ClC1=C(C=C(C=C1)C1=C(C=CC(=C1)CC)CC(=O)O)NC[C@@H]([C@H](C(F)(F)F)C)C1=CC=C(C=C1)Cl